CC1=CC=C(C[N+]2=C3N(C(C(=C2)C=2C(=NOC2C)C)=O)C=CC=C3)C=C1 1-(4-methylbenzyl)-3-(3,5-dimethylisoxazol-4-yl)-4-oxo-4H-pyrido[1,2-a]pyrimidinium